(2-(4-Methylpiperazin-1-yl)ethoxy)-N-(3-phenylprop-2-yn-1-yl)-1H-benzo[d]imidazole-1-carboxamide CN1CCN(CC1)CCOC1=NC2=C(N1C(=O)NCC#CC1=CC=CC=C1)C=CC=C2